CN(CCCOC(C(CO)O)C(CO)O)C 3-(3-(dimethylamino)propoxy)pentane-1,2,4,5-tetraol